OC=1C=C(C=CC1O)CC(=O)NCC#C 3,4-dihydroxyphenyl-N-(2-propynyl)acetamide